C(C)OC(\C(=C/N(C)C)\C(=O)C1CC1)=O (2Z)-2-[(Z)-cyclopropanecarbonyl]-3-(dimethylamino)prop-2-enoic acid ethyl ester